FC(C(=O)O)(F)F.FC=1C=2N(C=C(C1)NC(=O)C1=CC=C(C3=CN(N=C13)CC(C)=O)N1CCNCC1)C=C(N2)C N-{8-fluoro-2-methylimidazo[1,2-a]pyridin-6-yl}-2-(2-oxopropyl)-4-(piperazin-1-yl)indazole-7-carboxamide trifluoroacetic acid salt